NC1=C(C=CC(=C1)NCCO)OC 2-amino-4-(β-hydroxy-ethylamino)-1-methoxybenzene